2-amino-N-(3-hydroxypropyl)acetamide NCC(=O)NCCCO